N-(1-(2-(1,1-difluoroethyl)pyrimidin-4-yl)-3-(3-((4-methoxybenzyl)(methyl)amino)-4-methylpyrrolidin-1-yl)-1H-pyrazolo[4,3-c]pyridin-6-yl)acetamide FC(C)(F)C1=NC=CC(=N1)N1N=C(C=2C=NC(=CC21)NC(C)=O)N2CC(C(C2)C)N(C)CC2=CC=C(C=C2)OC